1,2,3,4-tetrahydro-5H-benzo[e][1,4]diazepine N1CCNCC2=C1C=CC=C2